4-(3-methoxy-4-hydroxy-phenyl)-4-[2-(acetylmethylamino)ethyl]cyclohexanedione COC=1C=C(C=CC1O)C1(CC(C(CC1)=O)=O)CCN(C)C(C)=O